4-((2-(2-(2-aminoethoxy)ethoxy)ethyl)amino)-2-(2,6-dioxopiperidin-3-yl)isoindoline-1,3-dione hydrochloride Cl.NCCOCCOCCNC1=C2C(N(C(C2=CC=C1)=O)C1C(NC(CC1)=O)=O)=O